BrC1=C(C=2CCCC2C=C1COC)O 5-bromo-6-(methoxymethyl)indan-4-ol